2-([5-(3-Cyclopropoxyphenyl)-1-(1-methyl-1H-indazol-7-yl)-1H-pyrazol-3-yl]methoxy)-2-methylpropanoic acid C1(CC1)OC=1C=C(C=CC1)C1=CC(=NN1C=1C=CC=C2C=NN(C12)C)COC(C(=O)O)(C)C